COC1=C2C=CC=NC2=C2N=CC=CC2=C1 5-methoxy-1,10-phenanthroline